C(C)(C)(C)OC(=O)N1C[C@@H]2COC3=C(C(N2CC1)=O)C(=C(C(=C3Cl)I)F)F (12AR)-10-chloro-7,8-difluoro-9-iodo-6-oxo-3,4,12,12a-tetrahydro-6H-pyrazino[2,1-c][1,4]benzoxazepine-2(1H)-carboxylic acid tert-butyl ester